C(C=C)(=O)OC1C2C3CCCC34C(C1)(C2)O4 epoxytricyclo[5.2.1.02,6]decane-8-yl acrylate